C1(=CC=CC=C1)C1N(C(OC1)=O)C(C=CC=1SC=CC1C1=CC=CC=C1)=O 4-phenyl-3-(3-(3-phenyl-thiophen-2-yl)acryloyl)oxazolidin-2-one